cyclopent-1-en-1-ylmethanol C1(=CCCC1)CO